NC1=NC=2C=CC(=CC2C2=C1C=NN2C)C(=O)N(C)C2COC1=C2C=CC(=C1)C#CC=1C=NN(C1)C1CC1 4-amino-N-(6-((1-cyclopropyl-1H-pyrazol-4-yl)ethynyl)-2,3-dihydrobenzofuran-3-yl)-N,1-dimethyl-1H-pyrazolo[4,3-c]quinoline-8-carboxamide